N-[2,6-dibromo-4-(1,1,1,2,3,3,3-heptafluoropropan-2-yl)phenyl]-4-fluoro-3-nitrobenzamide BrC1=C(C(=CC(=C1)C(C(F)(F)F)(C(F)(F)F)F)Br)NC(C1=CC(=C(C=C1)F)[N+](=O)[O-])=O